3-benzylquinazolin-4(3H)-one C(C1=CC=CC=C1)N1C=NC2=CC=CC=C2C1=O